ClC1=C(OCC=2OC(=CN2)OC2CCN(CC2)CC2=NC3=C(N2CC2=CN=CN2CC)C=C(C=C3)C(=O)O)C=CC(=C1)Cl 2-{[4-({2-[(2,4-dichlorophenoxy)methyl]-1,3-oxazol-5-yl}oxy)piperidin-1-yl]methyl}-1-[(1-ethyl-1H-imidazol-5-yl)methyl]-1H-1,3-benzodiazole-6-carboxylic acid